NCC1CC(C1)(C)COC1=CC=C(C=C1)NC(=O)NCC=1C=C2CN(C(C2=CC1)=O)C1C(NC(CC1)=O)=O 1-(4-(((1s,3s)-3-(aminomethyl)-1-methylcyclobutyl)methoxy)phenyl)-3-((2-(2,6-dioxopiperidin-3-yl)-1-oxoisoindolin-5-yl)methyl)urea